FC(C(=O)O)(F)F.FC=1C(=NC=NC1)N1C[C@@H](NCC1)C 5-fluoro-4-[(3S)-3-methylpiperazin-1-yl]pyrimidine trifluoroacetate